C1(CC1)[C@H](CC#N)N1N=CC(=C1)C=1C2=C(N=CN1)N(C=C2)COCC[Si](C)(C)C (3S)-3-cyclopropyl-3-(4-(7-((2-(trimethylsilyl)ethoxy)methyl)-7H-pyrrolo[2,3-d]pyrimidin-4-yl)-1H-pyrazol-1-yl)propionitrile